(5aS,6R,11bS)-14-(cyclopropylmethyl)-11-methoxy-10-(methoxymethoxy)-2,3,4,5,6,7-hexahydro-6,11b-(epiminoethano)naphtho[1,2-d]azepin-5a(1H)-ol C1(CC1)CN1CC[C@]23CCNCC[C@]2([C@H]1CC1=CC=C(C(=C13)OC)OCOC)O